1,8-dibromodecane BrCCCCCCCC(CC)Br